O1CC(C1)=CC(=O)OCC ethyl 2-(oxetane-3-ylidene)acetate